C(#N)C=1C(=NC=C(C1)F)N1N=CC(=C1C(F)(F)F)C(=O)NC=1C=NC(=C(C1)C#N)N1N=CC=N1 1-(3-cyano-5-fluoropyridin-2-yl)-N-(5-cyano-6-(2H-1,2,3-triazol-2-yl)pyridin-3-yl)-5-(trifluoromethyl)-1H-pyrazole-4-carboxamide